3-((2S)-3-(8-(4-bromo-3-methylphenylsulfonyl)-1-oxa-8-azaspiro[4.5]dec-3-ylamino)-2-hydroxypropoxy)-N-methylbenzenesulfonamide BrC1=C(C=C(C=C1)S(=O)(=O)N1CCC2(CC(CO2)NC[C@@H](COC=2C=C(C=CC2)S(=O)(=O)NC)O)CC1)C